CN(C)CC1CN2C(N=C(C3=CC(=C(C(=C23)SC1)C1=CC=C(C=C1)F)C(F)(F)F)N1C[C@@H](N[C@@H](C1)C)C)=O 3-((dimethylamino)methyl)-8-((3S,5R)-3,5-dimethylpiperazin-1-yl)-11-(4-fluorophenyl)-10-(trifluoromethyl)-3,4-dihydro-[1,4]thiazepino[2,3,4-ij]quinazolin-6(2H)-one